[4-(4-Hydroxyphenyl)-piperazin-1-yl]-[1-(2-methoxyethyl)-piperidin-4-yl]-methanone OC1=CC=C(C=C1)N1CCN(CC1)C(=O)C1CCN(CC1)CCOC